4,4'-(propane-2,2-diyl)bis(2-allylphenol) CC(C)(C1=CC(=C(C=C1)O)CC=C)C1=CC(=C(C=C1)O)CC=C